C(C)(C)N1C2CC(CC1CC2)N2CCC(CC2)C2=CC(=C1C(=N2)N(C(=N1)C1=CC=C(C=C1)S(=O)(=O)C)C)C 5-(1-(8-isopropyl-8-azabicyclo[3.2.1]octan-3-yl)piperidin-4-yl)-3,7-dimethyl-2-(4-(methylsulfonyl)phenyl)-3H-imidazo[4,5-b]pyridine